ClC1(CC1)C(CN1N=CN=C1S(=O)(=O)O)(CC1=C(C=CC=C1)Cl)O 1-(2-(1-chlorocyclopropyl)-3-(2-chlorophenyl)-2-hydroxypropyl)-1H-1,2,4-triazole-5-sulfonic acid